C(C)(C)(C)OC(=O)NC[C@H](C(=O)O)O (2R)-3-(tert-Butoxycarbonylamino)-2-hydroxy-propionic acid